CC1=C(OC=2C=C3C=NN(C3=CC2C=2C3=C(C(N(C2)C)=O)NC(=C3)C(=O)NCC)CS(=O)(=O)C)C(=CC=C1)C 4-(5-(2,6-dimethylphenoxy)-1-((methanesulfonyl)methyl)-1H-indazol-6-yl)-N-ethyl-6-methyl-7-oxo-6,7-dihydro-1H-pyrrolo[2,3-c]pyridine-2-carboxamide